(S)-2-amino-3-(1H-indol-3-yl)-N-(4-morpholinophenyl)propanamide N[C@H](C(=O)NC1=CC=C(C=C1)N1CCOCC1)CC1=CNC2=CC=CC=C12